2-(4-{[(3-cyanopyridin-4-yl)oxymethyl]piperidin-1-yl}-2-[4-(difluoromethyl)-1,3-thiazol-5-yl]ethyl)-6-fluorobenzamid C(#N)C=1C=NC=CC1OCC1N(CCCC1)C1(N=CSC1CCC1=C(C(=O)N)C(=CC=C1)F)C(F)F